(R)-Cyclobut-1-en-1-yl(3-(4-(1,2-dihydroxyethyl)-1-(4-(trifluoromethoxy)phenyl)-1H-pyrazolo[3,4-b]pyridin-3-yl)azetidin-1-yl)methanone C1(=CCC1)C(=O)N1CC(C1)C1=NN(C2=NC=CC(=C21)[C@H](CO)O)C2=CC=C(C=C2)OC(F)(F)F